CC1=CC=C(C(=O)N)C=C1S(=O)(=O)C 4-methyl-5-(methylsulfonyl)benzamide